CCCC(CCC)C1=C(C(=CC=C1)C(CCC)CCC)N1C(N(C(=C1Cl)Cl)C1=C(C=CC=C1C(CCC)CCC)C(CCC)CCC)[Pd](Cl)Cl [1,3-bis[2,6-bis(heptan-4-yl)phenyl]-4,5-dichloro-2,3-dihydro-1H-imidazol-2-yl]dichloropalladium